2-[(dodecyl-sulfinyl)sulfinyl]propionic acid C(CCCCCCCCCCC)S(=O)S(=O)C(C(=O)O)C